NC=1C(=NC(=CC1)Cl)C#N 3-amino-6-chloropyridinenitrile